C1(CCC(=O)ON2CCN(O1)OC(CCC(=O)O2)=O)=O.[Na].[Na] disodium ethylenediamine disuccinate